N[C@H]1C2N(CC1CC2)C(=O)C2=CC1=C(N(C(=N1)C1=CC=3C(=NC(=CC3)C3=NC=CC(=C3)O)N1CC1CC1)C)C(=C2)OC 2-(2-(5-[(7R)-7-amino-2-azabicyclo[2.2.1]heptane-2-carbonyl]-7-methoxy-1-methyl-1H-1,3-benzodiazol-2-yl)-1-(cyclopropylmethyl)-1H-pyrrolo[2,3-b]pyridin-6-yl)pyridin-4-ol